methyl 2-[1-tert-butyl-5-(4-fluorophenyl)-4-(4-pyridyl)pyrazol-3-yl]acetate C(C)(C)(C)N1N=C(C(=C1C1=CC=C(C=C1)F)C1=CC=NC=C1)CC(=O)OC